Cl.NCCCCC(=O)OC methyl 5-aminopentanoate hydrochloride salt